1-(3,4-dimethoxybenzyl)-6,7-dimethyl-3,4-dihydro-isoquinoline COC=1C=C(CC2=NCCC3=CC(=C(C=C23)C)C)C=CC1OC